C(C)(C)C1=C(C=CC=C1)[C@H]1N(CCN(C1)CC=1C=C(C2=C(C(CO2)(C)C)C1)OC)C1CC2(CN(C2)C2=CC=C(C(=O)N)C=C2)C1 4-(6-((R)-2-(2-isopropylphenyl)-4-((7-methoxy-3,3-dimethyl-2,3-dihydrobenzofuran-5-yl)methyl)piperazin-1-yl)-2-azaspiro[3.3]heptan-2-yl)benzamide